FC1=C(C=CC=C1)OCC 2-fluoro-1-ethoxybenzene